1-(4-chloro-2-methoxyphenyl)-3-(4-n-hexyloxyphenyl)-1,3-propanedione ClC1=CC(=C(C=C1)C(CC(=O)C1=CC=C(C=C1)OCCCCCC)=O)OC